2-[3-(2-cyclopropylethynyl)pyridin-4-yl]-3-[(3-fluoro-2-methoxyphenyl)amino]-1H,5H,6H,7H-pyrrolo[3,2-c]pyridin-4-one C1(CC1)C#CC=1C=NC=CC1C1=C(C=2C(NCCC2N1)=O)NC1=C(C(=CC=C1)F)OC